N1(CCCC1)C1=NC2=CC=CC=C2C(=N1)NCCO 2-((2-(pyrrolidin-1-yl)quinazolin-4-yl)amino)ethan-1-ol